CN1C(C(=C(C2=CC=CC=C12)N1CCC(CC1)C1=CC2=C(N=C(S2)C)C=C1)C#N)=O 1-Methyl-4-[4-(2-methyl-1,3-benzothiazol-6-yl)piperidin-1-yl]-2-oxo-1,2-dihydroquinoline-3-carbonitrile